[4-[5-(trifluoromethyl)pyrazin-2-yl]phenyl]azetidine-1-carboxylic acid tert-butyl ester C(C)(C)(C)OC(=O)N1C(CC1)C1=CC=C(C=C1)C1=NC=C(N=C1)C(F)(F)F